CC=1C=2N(C=C(N1)C)N=C(C2)C=2N=C1N(C(C2)=O)C=C(C=C1C)C1CCN(CC1)CCC 2-(4,6-dimethylpyrazolo[1,5-a]pyrazin-2-yl)-9-methyl-7-(1-propylpiperidin-4-yl)-4H-pyrido[1,2-a]pyrimidin-4-one